C(C)O[Si](CCCC(C)CCC[Si](OCC)(OCC)OCC)(OCC)OCC bis-[3-(triethoxysilyl)propyl]ethane